FC=1C=C(C=C(C1)C(F)(F)F)[C@@H]1[C@@H](N(C(O1)=O)C(=O)NCC1=C2C=CC=NC2=CC=C1)C (4S,5R)-5-[3-fluoro-5-(trifluoromethyl)phenyl]-4-methyl-2-oxo-N-(quinolin-5-ylmethyl)-1,3-oxazolidine-3-carboxamide